5-chloro-N-[(1S)-4,4-difluoro-1-[2-(methylamino)-2-oxo-acetyl]pentyl]-2-[[3-(trifluoromethyl)benzoyl]amino]pyridine-3-carboxamide ClC=1C=C(C(=NC1)NC(C1=CC(=CC=C1)C(F)(F)F)=O)C(=O)N[C@@H](CCC(C)(F)F)C(C(=O)NC)=O